C(#N)CCOCC(COCCC#N)OCCC#N 1,2,3-tris-(2-cyanoethoxy)propane